6-(4-bromo-3-(methoxymethoxy)phenyl)-2-methylimidazo[1,2-a]pyridine BrC1=C(C=C(C=C1)C=1C=CC=2N(C1)C=C(N2)C)OCOC